C1(CCCCC1)NC=1NC(/C(/N1)=C/C=1C=C2C=CC=NC2=CC1)=O (4Z)-2-(Cyclohexylamino)-4-(6-quinolylmethylene)-1H-imidazol-5-one